dimethyl-chlorosilane acetate C(C)(=O)O.C[SiH](Cl)C